1H-pyrazol-4-yl-pyrazolo[1,5-a]pyrimidine-3-carboxamide N1N=CC(=C1)C1=NN2C(N=CC=C2)=C1C(=O)N